BrC=1C=C2CCCC(C2=CC1)O 6-bromo-1,2,3,4-tetrahydronaphthalen-1-ol